(S)-2-(6-(3,4-dimethoxyphenyl)-7-ethyl-5H-pyrrolo[3,2-d]pyrimidin-2-yl)-5-(pyrrolidin-3-yl)-1,3,4-oxadiazole COC=1C=C(C=CC1OC)C1=C(C=2N=C(N=CC2N1)C=1OC(=NN1)[C@@H]1CNCC1)CC